FC(N1N=CC(=C1)N\C(\C)=C\1/C(NC2=CN=C(C=C21)C=2C=NC=CC2C)=O)F (Z)-3-(1-((1-(Difluoromethyl)-1H-pyrazol-4-yl)amino)ethylidene)-5-(4-methylpyridin-3-yl)-1H-pyrrolo[2,3-c]pyridin-2(3H)-one